2-(hydroxymethyl)-5,6-dimethoxytetrahydro-2H-pyran-3,4-diol OCC1OC(C(C(C1O)O)OC)OC